C(O)NC1=NC(=NC(=N1)NCO)N N,N'-dimethylolmelamine